3-(dimethylsulfamoyl)-4-[4-(5,5,5-trifluoropentyl)piperazin-1-yl]benzoic acid CN(S(=O)(=O)C=1C=C(C(=O)O)C=CC1N1CCN(CC1)CCCCC(F)(F)F)C